1-methyl-4-(trifluoromethyl)imidazole CN1C=NC(=C1)C(F)(F)F